1-(7-Bromo-5-methyl-3,4-dihydroisoquinolin-2(1H)-yl)-2-methylpropan-2-ol BrC1=CC(=C2CCN(CC2=C1)CC(C)(O)C)C